ClC1=CC=C(C=C1)C1=CC(=C(C(=N1)C1=CC=CC=C1)C1=CC=CC=C1)C1=CC=CC=C1 6-(4-chlorophenyl)-2,3,4-triphenylpyridine